CN(C(OCC1=C(N=NN1C)C1=NC(=C(C=C1)Br)C)=O)CCC (4-(5-bromo-6-methylpyridin-2-yl)-1-methyl-1H-1,2,3-triazol-5-yl)methyl methyl(propyl)carbamate